C(#N)N1C[C@H](CC1)C(=O)NC=1N=CN(C1)C1=C(C=CC(=C1)O[C@@H]1COCCC1)C#N (S)-1-cyano-N-(1-(2-cyano-5-(((S)-tetrahydropyran-3-yl)oxy)phenyl)-1H-imidazol-4-yl)pyrrolidine-3-carboxamide